2,2-Difluoro-3'-(5-fluoro-1H-pyrazolo[3,4-b]pyridin-4-yl)-2'-(4-fluorophenyl)-5'H,7'H-spiro[cyclopropane-1,6'-pyrazolo[5,1-b][1,3]oxazine] FC1(CC12CN1C(OC2)=C(C(=N1)C1=CC=C(C=C1)F)C1=C2C(=NC=C1F)NN=C2)F